(1S*,2S*,3R*,5R*)-(±)-3-azido-2-(benzyloxy)-8-oxabicyclo[3.2.1]octane N(=[N+]=[N-])[C@H]1[C@@H]([C@@H]2CC[C@H](C1)O2)OCC2=CC=CC=C2 |r|